Cerium (III) octanoate C(CCCCCCC)(=O)[O-].[Ce+3].C(CCCCCCC)(=O)[O-].C(CCCCCCC)(=O)[O-]